benzyl (S)-1-(tert-butoxycarbonyl)-4,4-difluoropyrrolidine-2-carboxylate C(C)(C)(C)OC(=O)N1[C@@H](CC(C1)(F)F)C(=O)OCC1=CC=CC=C1